FC=1C=C(C=CC1N1CCOCC1)N1C(N(CC1)C1=NC(=CC=C1)C1=NN=CN1C(C)C)=O 1-(3-fluoro-4-morpholinophenyl)-3-(6-(4-isopropyl-4H-1,2,4-triazol-3-yl)pyridin-2-yl)imidazolidin-2-one